6-chloro-N-(4-chlorothiazol-5-yl)-1H-indole-3-sulfonamide ClC1=CC=C2C(=CNC2=C1)S(=O)(=O)NC1=C(N=CS1)Cl